2,2-dimethyl-6-methylenecyclohexanecarboxylic acid methyl ester COC(=O)C1C(CCCC1=C)(C)C